7-benzyloxy-5-fluoro-6-(1,1,4-trioxo-1,2,5-thiadiazolidin-2-yl)naphthalene-2-carbohydrazide C(C1=CC=CC=C1)OC1=C(C(=C2C=CC(=CC2=C1)C(=O)NN)F)N1S(NC(C1)=O)(=O)=O